C1(=CC=CC=C1)C(C=CC1=CC=C(C=C1)NC=1C=NC=NC1)=O 1-phenyl-3-(4-(pyrimidine-5-ylamino)phenyl)prop-2-en-1-one